(7S)-7-({[2-chloro-4-(3-methoxy-1H-1,2,4-triazol-1-yl)phenyl]carbonyl}amino)-2-methyl-7-phenyl-6,7,8,9-tetrahydropyrido[1,2-a]indole-10-carboxylic acid ClC1=C(C=CC(=C1)N1N=C(N=C1)OC)C(=O)N[C@@]1(CCC=2N(C3=CC=C(C=C3C2C(=O)O)C)C1)C1=CC=CC=C1